S1C=CC=2C1=NC(=CC2)C(C)=O 1-(thieno[2,3-b]pyridin-6-yl)ethan-1-one